9-acetyl-2-(4,4-difluoropiperidin-1-yl)-3,7-dimethyl-4H-pyrido[1,2-a]pyrimidin-4-one C(C)(=O)C1=CC(=CN2C1=NC(=C(C2=O)C)N2CCC(CC2)(F)F)C